CN1C2CN(C(C1)CC2)C2=CC=C(C=C2)[N+](=O)[O-] 2-methyl-5-(4-nitrophenyl)-2,5-diazabicyclo[2.2.2]octane